3-Bromo-N,1-diphenyl-indol-2-carboxamid BrC1=C(N(C2=CC=CC=C12)C1=CC=CC=C1)C(=O)NC1=CC=CC=C1